ClC1=CC(=C(C=N1)C(=O)OCC)N1CCOCC1 ethyl 6-chloro-4-(morpholin-4-yl)pyridine-3-carboxylate